C(CCC)[Sn](O[Sn](OC(C)=O)(CCCC)CCCC)(OC(C)=O)CCCC tetra-n-butyl-1,3-diacetyloxydistannoxane